1-(6-(4-Amino-1-(tetrahydro-2H-pyran-2-yl)-1H-pyrazol-3-yl)-1H-pyrazolo[4,3-c]pyridin-1-yl)-2-methylpropan-2-ol NC=1C(=NN(C1)C1OCCCC1)C1=CC2=C(C=N1)C=NN2CC(C)(O)C